(2S)-2-methyl-1-(trifluoromethylsulfonyl)aziridine C[C@@H]1N(C1)S(=O)(=O)C(F)(F)F